N-((1-(dimethylamino)cyclohexyl)methyl)-1-(3-(4-methoxyphenyl)-1,2,4-oxadiazol-5-yl)piperidine-4-carboxamide CN(C1(CCCCC1)CNC(=O)C1CCN(CC1)C1=NC(=NO1)C1=CC=C(C=C1)OC)C